(1S,2R,4R,6S)-2-(hydroxymethyl)-2-(methoxymethyl)-4,6-dimethylquinuclidin-3-one OC[C@@]1(N2[C@H](C[C@](C1=O)(CC2)C)C)COC